(3aR,5s,6aS)-N-(6-(5-ethyl-2-fluorophenyl)-4-(trifluoromethyl)pyridazin-3-yl)-2-((tetrahydro-2H-pyran-4-yl)methyl)octahydro-cyclopenta[c]pyrrol-5-amine C(C)C=1C=CC(=C(C1)C1=CC(=C(N=N1)NC1C[C@@H]2[C@@H](CN(C2)CC2CCOCC2)C1)C(F)(F)F)F